(R)-3-(p-chlorophenyl)-1-(p-methylphenyl)-propan-1-ol ClC1=CC=C(C=C1)CC[C@@H](O)C1=CC=C(C=C1)C